ClC1=C(C=NC=C1Cl)N 4,5-dichloro-pyridin-3-amine